tert-butyl 5-((1-(2,6-dimethoxy-4-(1,4,5-trimethyl-6-oxo-1,6-dihydropyridin-3-yl)benzyl)piperidin-4-yl)oxy)-1,6-dimethyl-3,4-dihydroisoquinoline-2(1H)-carboxylate COC1=C(CN2CCC(CC2)OC2=C3CCN(C(C3=CC=C2C)C)C(=O)OC(C)(C)C)C(=CC(=C1)C1=CN(C(C(=C1C)C)=O)C)OC